cobalt (II) tetraoxide [Co-6](=O)(=O)(=O)=O